SC=1C=C2C=NN(C(C2=CC1)=O)CC=1C=C(C=CC1)NC(OC(C)(C)C)=O tert-butyl (3-((6-mercapto-1-oxophthalazin-2(1H)-yl)methyl)phenyl)carbamate